6-(3-amino-1-(benzoyl-L-phenylalanyl)-1H-indazol-4-yl)-N-(4-fluorophenyl)-1-naphthamide NC1=NN(C2=CC=CC(=C12)C=1C=C2C=CC=C(C2=CC1)C(=O)NC1=CC=C(C=C1)F)C([C@@H](NC(C1=CC=CC=C1)=O)CC1=CC=CC=C1)=O